ClC=1C(=NC(=NC1)NC=1C(=NN(C1)C(C#N)(C)C)C)OCC1CCC(CC1)OC 2-(4-((5-chloro-4-((4-methoxycyclohexyl)methoxy)pyrimidin-2-yl)amino)-3-methyl-1H-pyrazol-1-yl)-2-methylpropanenitrile